6-carboxymethyl-2,3-dihydroxybenzoic acid C(=O)(O)CC1=CC=C(C(=C1C(=O)O)O)O